ClC=1C=C(C=CC1)C1=NC(=NC(=C1)C1=CC=C(C=C1)C1=CC=C(C2=C1OC1=C2C=CC=C1)C1=CC=CC=C1)C1=CC=CC=C1 4-(3-chlorophenyl)-2-phenyl-6-(4-(1-phenyldibenzo[b,d]furan-4-yl)phenyl)pyrimidine